[Cl-].C(CCC)[N+](C)(CCCC)CCCC triButyl-monomethyl-ammonium chloride salt